3-(7-amino-4-bromo-2-(pyridin-2-ylmethyl)-2H-pyrazolo[3,4-c]pyridin-5-yl)benzonitrile NC1=NC(=C(C=2C1=NN(C2)CC2=NC=CC=C2)Br)C=2C=C(C#N)C=CC2